((1E,6E)-3,5-dioxohepta-1,6-dien-1,7-diyl)bis(2-methoxy-5,1-phenylene) dibutyrate C(CCC)(=O)OC1=C(C=CC(=C1)\C=C\C(CC(\C=C\C=1C=CC(=C(C1)OC(CCC)=O)OC)=O)=O)OC